FC1=C(CCC2=NC=3N(C(N(C(C3N2C)=O)CC#C)=O)CCCCP(OCC)(OCC)=O)C=CC=C1 Diethyl (4-(8-(2-fluorophenethyl)-7-methyl-2,6-dioxo-1-(prop-2-yn-1-yl)-1,2,6,7-tetrahydro-3H-purin-3-yl)butyl)phosphonate